2-amino-3-(2,4-difluorophenyl)propionic acid NC(C(=O)O)CC1=C(C=C(C=C1)F)F